FC1=CC=C(C=C1)C1=NOC(=N1)N1[C@@H]2CN(C[C@H]1CC1=C2SC(=N1)NC(NC)=O)C(=O)OC |o1:13,17| (-)-Methyl (4R*,8R*)-10-[3-(4-fluorophenyl)-1,2,4-oxadiazol-5-yl]-2-[(methylcarbamoyl)amino]-4,7,8,9-tetrahydro-4,8-epimino[1,3]thiazolo[5,4-d]azocin-6(5H)-carboxylate